4-(benzyloxy)-7-chloro-8-fluoro-2-(((2R,7aS)-2-fluorotetrahydro-1H-pyrrolizin-7a(5H)-yl)methoxy)pyrido[4,3-d]pyrimidine C(C1=CC=CC=C1)OC=1C2=C(N=C(N1)OC[C@]13CCCN3C[C@@H](C1)F)C(=C(N=C2)Cl)F